5-(3-methyloctadecan-3-yl)-1,2,3-oxadiazol-4(5H)-one CC(CC)(CCCCCCCCCCCCCCC)C1C(N=NO1)=O